N-(4-amino-2-chloro-3-((3,4-dihydro-2H-pyrimido[1,2-c]quinazolin-10-yl)oxy)phenyl)propane-1-sulfonamide tin azide [Sn](N=[N+]=[N-])(N=[N+]=[N-])(N=[N+]=[N-])N=[N+]=[N-].NC1=C(C(=C(C=C1)NS(=O)(=O)CCC)Cl)OC1=CC=2C=3N(C=NC2C=C1)CCCN3